C(CCC)NC=1C2=C(N=C(N1)NC(=O)OC)C=NN2CC2=C(C=C(C(=O)O)C=C2)OC 4-((7-(butylamino)-5-((methoxycarbonyl)amino)-1H-pyrazolo[4,3-d]pyrimidin-1-yl)methyl)-3-methoxybenzoic acid